COC1=CC=C(C[Se]C[C@H](N)C(=O)O)C=C1 (Se-p-methoxybenzyl)-L-selenocysteine